FC1=C2C(=C(NC2=CC=C1)F)F trifluoro-indole